6-benzyl-2-(methylthio)-4-phenyl-4H-thiazolo[5',4':4,5]pyrrolo[2,3-d]pyridazin-5(6H)-one C(C1=CC=CC=C1)N1N=CC2=C(C1=O)N(C1=C2SC(=N1)SC)C1=CC=CC=C1